N6-hydroxy-N-valyl-carbamoyl-adenine ON(C1=C2NC=NC2=NC(=N1)C(N)=O)C([C@@H](N)C(C)C)=O